C(C)(C)OCC=1OC(=CC1)COC(C)C 2,5-diisopropyl-oxymethyl-furan